tert-butyl (2R,6R)-4-{2-[7-fluoro-6-(methoxymethoxy)-2-methylindazol-5-yl]-4-(methylcarbamoyl)quinazolin-6-yl}-2,6-dimethylpiperazine-1-carboxylate FC1=C(C(=CC2=CN(N=C12)C)C1=NC2=CC=C(C=C2C(=N1)C(NC)=O)N1C[C@H](N([C@@H](C1)C)C(=O)OC(C)(C)C)C)OCOC